(R)-5-(6-(2-hydroxy-6-methyl-4-(trifluorometh-yl)phenyl)-2H-pyrazolo[3,4-b]pyridin-2-yl)-1-methylpiperidin-2-one OC1=C(C(=CC(=C1)C(F)(F)F)C)C=1C=CC=2C(N1)=NN(C2)[C@@H]2CCC(N(C2)C)=O